C12CN(CC(CC1)N2)C2=NC(=NC1=C(C(=C(C=C21)Cl)C2=C1C=NNC1=CC(=C2Cl)F)F)OCC2(CC2)CN(C)C 1-(1-(((4-(3,8-diazabicyclo[3.2.1]octan-3-yl)-6-chloro-7-(5-chloro-6-fluoro-1H-indazol-4-yl)-8-fluoroquinazolin-2-yl)oxy)methyl)cyclopropyl)-N,N-dimethylmethanamine